CCC(CCCC)S(=O)(=O)S 3-heptylsulfanyl sulfone